racemic-(1R,2R)-2-[(5S,7S)-7-fluoro-5-phenyl-6,7-dihydro-5H-pyrrolo[1,2-b][1,2,4]triazole-2-carbonyl]cyclopropanecarbonitrile F[C@H]1C[C@H](N2N=C(N=C21)C(=O)[C@H]2[C@@H](C2)C#N)C2=CC=CC=C2 |&1:11,12|